7-((S)-1-((2S,4r)-2-(aminomethyl)-6-oxo-5-oxa-7-azaspiro[3.4]oct-7-yl)ethyl)-3-(2,6-difluoro-4-(methylsulfinylamino)phenyl)-1H-indole-2-carboxylic acid NCC1CC2(C1)OC(N(C2)[C@@H](C)C=2C=CC=C1C(=C(NC21)C(=O)O)C2=C(C=C(C=C2F)NS(=O)C)F)=O